C1=C2C(N=C3C=CC=CC3=C21)=O cyclopropa[c]quinolin-2-one